C(C)(C)(C)OC(CC[C@@H](C(=O)O)NC(=O)OCC1C2=CC=CC=C2C=2C=CC=CC12)=O (2S)-5-tert-butoxy-2-(9H-fluoren-9-ylmethoxycarbonylamino)-5-oxo-pentanoic acid